OCCCCN(CCCCCCO[Si](OC(CC(C(=O)OCCCCCCCC\C=C/CCCCCCCC)(C)C)OCCCCCCCC\C=C/CCCCCCCC)(C)C)C (Z)-octadec-9-en-1-yl 18-hydroxy-2,2,6,6,14-pentamethyl-4-(((Z)-octadec-9-en-1-yl)oxy)-5,7-dioxa-14-aza-6-silaoctadecanoate